C(OCC(CCCC)CC)(OOOOC(C)(C)C)=O 2-ethylhexyl (2-methylpropan-2-yl)oxyperoxy carbonate